1-((2R,5S)-4-(6-chloro-7-(3-chloro-1H-indazol-7-yl)-2-(3-(dimethylamino)azetidin-1-yl)-8-fluoroquinazolin-4-yl)-2,5-dimethylpiperazin-1-yl)prop-2-en-1-one ClC=1C=C2C(=NC(=NC2=C(C1C=1C=CC=C2C(=NNC12)Cl)F)N1CC(C1)N(C)C)N1C[C@H](N(C[C@@H]1C)C(C=C)=O)C